Diethyl {[5-(3-chlorophenyl)-1,3-oxazol-2-yl]methyl}phosphonate ClC=1C=C(C=CC1)C1=CN=C(O1)CP(OCC)(OCC)=O